CC(C)C1=CC2=CC[C@@H]3[C@@]([C@H]2CC1)(CCC[C@@]3(C)C(=O)O)C 13-isopropylpodocarpa-7,13-dien-15-oic acid